(N-benzyl)glycine C(C1=CC=CC=C1)NCC(=O)O